2-(2-aminoisonicotinamido)benzo[d]thiazole-6-carboxylic acid NC=1C=C(C(=O)NC=2SC3=C(N2)C=CC(=C3)C(=O)O)C=CN1